C1(CCCCC1)[C@H]1N(S(C2=C(N(C1)C1=CC=CC=C1)C=C(C(=C2)C2=CC(=C(S2)C(=O)O)C)SC)(=O)=O)C (R)-5-(3-cyclohexyl-2-methyl-7-(methylthio)-1,1-dioxido-5-phenyl-2,3,4,5-tetrahydrobenzo[f][1,2,5]thiadiazepin-8-yl)-3-methylthiophene-2-carboxylic acid